N-(1-((R)-7-(8-ethynyl-7-fluoro-3-hydroxynaphthalen-1-yl)-2-(((2S,4R)-4-fluoro-1,2-dimethylpyrrolidin-2-yl)methoxy)-7,8-dihydro-6H-pyrano[3,2-d]pyrimidin-4-yl)azepan-3-yl)acrylamide C(#C)C=1C(=CC=C2C=C(C=C(C12)[C@H]1CC=2N=C(N=C(C2OC1)N1CC(CCCC1)NC(C=C)=O)OC[C@]1(N(C[C@@H](C1)F)C)C)O)F